6-benzoyl-2-{5-O-[bis(4-methoxyphenyl)(phenyl)methyl]-2-deoxy-2-fluoro-3-O-[hydroxy(oxo)-λ5-phosphanyl]-β-D-ribofuranosyl}-6,7,8,9-tetrahydro-2H-2,3,5,6-tetraazabenzo[cd]azulene C(C1=CC=CC=C1)(=O)N1C=2C3=C(N(C=C3CCC1)[C@H]1[C@@H]([C@H](OP(=O)O)[C@H](O1)COC(C1=CC=CC=C1)(C1=CC=C(C=C1)OC)C1=CC=C(C=C1)OC)F)N=CN2